FC[C@H](CN(CC[C@@H](C(=O)O)NC(=O)C1(CC1)N1C(C=CC=C1C)=O)CCCCC1=NC=2NCCCC2C=C1)OC (S)-4-(((S)-3-fluoro-2-methoxypropyl)(4-(5,6,7,8-tetrahydro-1,8-naphthyridin-2-yl)butyl)amino)-2-(1-(6-methyl-2-oxopyridin-1(2H)-yl)cyclopropane-1-carboxamido)butanoic acid